2,2'-methylene-bis(3-pentadecyl-6-t-butylphenol) C(C1=C(C(=CC=C1CCCCCCCCCCCCCCC)C(C)(C)C)O)C1=C(C(=CC=C1CCCCCCCCCCCCCCC)C(C)(C)C)O